2-[6-amino-5-(trifluoromethoxy)pyridin-3-yl]-N-[(1R)-1-(4-fluorophenyl)ethyl]-6,7-dihydrospiro[pyrazolo[5,1-c][1,4]oxazine-4,3'-pyrrolidine]-1'-carboxamide NC1=C(C=C(C=N1)C1=NN2C(=C1)C1(CN(CC1)C(=O)N[C@H](C)C1=CC=C(C=C1)F)OCC2)OC(F)(F)F